tert-butyl (2S)-1-[(2S)-2-(benzyloxycarbonylamino)-4-[3,5-difluoro-4-(trifluoromethyl)phenyl]butanoyl]pyrrolidine-2-carboxylate C(C1=CC=CC=C1)OC(=O)N[C@H](C(=O)N1[C@@H](CCC1)C(=O)OC(C)(C)C)CCC1=CC(=C(C(=C1)F)C(F)(F)F)F